6-fluoro-4-(6-((1-(trifluoromethyl)cyclopropyl)ethynyl)-2,3,4,5-tetrahydro-1H-pyrido[3,4-b]azepin-1-yl)quinazolin-2(1H)-one FC=1C=C2C(=NC(NC2=CC1)=O)N1C2=C(CCCC1)C(=CN=C2)C#CC2(CC2)C(F)(F)F